S([O-])(O)=O.[Na+] sodium bisulfite